4-((2-fluorophenyl)ethynyl)benzamide FC1=C(C=CC=C1)C#CC1=CC=C(C(=O)N)C=C1